tert-butyl 4-(6-oxo-5-((3-(trifluoromethyl)pyrazin-2-yl)methyl)-5,6-dihydropyrido[2,3-b]pyrazin-7-yl)piperazine-1-carboxylate O=C1C(=CC=2C(=NC=CN2)N1CC1=NC=CN=C1C(F)(F)F)N1CCN(CC1)C(=O)OC(C)(C)C